CC1=C(OC2=C1C=C(C=C2)S(NCCC2=C(C=CC=C2)C(F)(F)F)(=O)=O)C(=O)[O-] 3-Methyl-5-(N-(2-(trifluoromethyl)phenylethyl)sulfamoyl)benzofuran-2-carboxylate